O=C1NC(CCC1N1C(C2=C(C=C(C=C2C1=O)CN1CCN(CC1)C1CCN(CC1)C1=CC=C(C(=O)NC2=CC(=C(C=C2)C)NC2=NC=CC(=N2)C=2C=NC=CC2)C=C1)F)=O)=O 4-(4-(4-((2-(2,6-dioxopiperidin-3-yl)-7-fluoro-1,3-dioxoisoindolin-5-yl)methyl)piperazin-1-yl)piperidin-1-yl)-N-(4-methyl-3-((4-(pyridin-3-yl)pyrimidin-2-yl)amino)phenyl)benzamide